4-bromo-1,3-benzenediamine BrC1=C(C=C(C=C1)N)N